sodium 5-(hexyloxy)-2,2-dimethyl-5-oxopentanoate C(CCCCC)OC(CCC(C(=O)[O-])(C)C)=O.[Na+]